COC(=O)N1[C@H](CCC2=C3C(=CC=C12)N(C(=N3)CC3=CC=CC=C3)[C@H]3C[C@@H](CCC3)C(=O)OC)C (S)-2-benzyl-3-((1R,3R)-3-(methoxycarbonyl)cyclohexyl)-7-methyl-3,7,8,9-tetrahydro-6H-imidazo[4,5-f]quinoline-6-carboxylic acid methyl ester